3-(benzo[d]oxazol-5-yl)-1-((6,8-dimethyl-2-oxo-1,2-dihydroquinolin-3-yl)methyl)-1-(2-hydroxyethyl)urea O1C=NC2=C1C=CC(=C2)NC(N(CCO)CC=2C(NC1=C(C=C(C=C1C2)C)C)=O)=O